4-Amino-1-(4-chloro-3-(pyrrolidin-1-ylmethyl)benzyl)-1H-imidazo[4,5-c]quinoline NC1=NC=2C=CC=CC2C2=C1N=CN2CC2=CC(=C(C=C2)Cl)CN2CCCC2